dimethylnaphthalenediamine CC=1C(=C(C(=C2C=CC=CC12)N)N)C